CC(=O)OCC#C 2-Propynyl Methyl-Carboxylate